5-(dimethylamino)naphthalene-1-sulfonyl-hydrazine CN(C1=C2C=CC=C(C2=CC=C1)S(=O)(=O)NN)C